ClC1=CC(=C(S1)C(=O)NC1=CC(=CC(=C1)[N+](=O)[O-])Cl)S(N(C)C1=CC(=C(C=C1)OCC)OC)(=O)=O 5-Chloro-N-(3-chloro-5-nitrophenyl)-3-(N-(4-ethoxy-3-methoxyphenyl)-N-methylsulfamoyl)thiophene-2-carboxamide